1,2-bis(acryloyloxyethylaminoxy)benzene C(C=C)(=O)OCCNOC1=C(C=CC=C1)ONCCOC(C=C)=O